ClC=1C=CC2=CN(N=C2C1)CCCCCC 6-chloro-2-hexyl-2H-indazole